C(#N)C1=CC(=NN(C1=O)CC1=CC=C(C=C1)OC)C1N(CCC1)C(=O)OC(C)(C)C tert-butyl 2-(5-cyano-1-(4-methoxybenzyl)-6-oxo-1,6-dihydropyridazin-3-yl)pyrrolidine-1-carboxylate